5-fluoro-2-methoxy-6-(4-(1-methylazetidin-3-yl)piperazin-1-yl)-N-(3-phenylpropyl)-1H-benzo[d]Imidazole-1-carboxamide FC1=CC2=C(N(C(=N2)OC)C(=O)NCCCC2=CC=CC=C2)C=C1N1CCN(CC1)C1CN(C1)C